ClC1=C(C=C(C=C1)Cl)C1=NOCC1 (RS)-3-(2,5-dichlorophenyl)-4,5-dihydroisoxazol